C1(=CC=CC=C1)C1COPOC1 5-phenyl-1,3,2-dioxaphosphinan